methyl 2-oxo-2,3-dihydro-1H-1,3-benzimidazole-5-carboxylate O=C1NC2=C(N1)C=CC(=C2)C(=O)OC